2H-[1,3'-bipyridin]-2-one N1(C(C=CC=C1)=O)C=1C=NC=CC1